C=C(C)C1=NC(=NC=C1N)C(F)(F)F (prop-1-en-2-yl)-2-(trifluoromethyl)pyrimidin-5-amine